CN1C[C@@H](CCC1)SC1=C2C(=C(N=N1)C1=C(C=C(C=C1)C(F)(F)F)O)C=NC=C2 (R)-2-(1-((1-methylpiperidin-3-yl)thio)pyrido[3,4-d]pyridazin-4-yl)-5-(trifluoromethyl)phenol